BrC=1C(=NC(=NC1)N[C@@H](C)C1=CC=C(C=C1)[N+](=O)[O-])NC1=CC(=NN1)C1CC1 5-bromo-N4-(3-cyclopropyl-1H-pyrazol-5-yl)-N2-[(1S)-1-(4-nitrophenyl)ethyl]pyrimidine-2,4-diamine